N[C@@H](CO)[C@@H](\C=C\CCCCCCCCCCCCCCCC)O (2S,3R,E)-2-aminohenicos-4-ene-1,3-diol